NC=1C2=C(N=CN1)N(C=C2Cl)[C@H]2[C@](O)([C@H](O)[C@H](O2)CO)C 4-amino-5-chloro-7-(2-C-methyl-β-D-ribofuranosyl)-7H-pyrrolo[2,3-d]pyrimidine